C(C1=CC=CC=C1)O[C@@H]1[C@]2(O[C@H]([C@@H]1NC2)N2C(NC(C(=C2)C)=O)=O)COCC2=CC=CC=C2 1-[(1R,3R,4R,7S)-7-benzyloxy-1-(benzyloxymethyl)-2-oxa-5-azabicyclo[2.2.1]heptane-3-yl]-5-methylpyrimidine-2,4-dione